BrC(C(=O)N1[C@H](CN(CC1)C=1C2=C(N=C(N1)OC[C@H]1N(CCC1)C)CN(CC2)C2=CC=CC1=CC=CC(=C21)Cl)CC#N)C 2-((S)-1-(2-bromopropoyl)-4-(7-(8-chloronaphthalen-1-yl)-2-(((S)-1-methylpyrrolidin-2-yl)methoxy)-5,6,7,8-tetrahydropyrido[3,4-d]pyrimidin-4-yl)piperazin-2-yl)acetonitrile